CC=1C=C(N)C=CC1OC1=CC=2N(C=C1)N=C(N2)C 3-Methyl-4-((2-methyl-[1,2,4]triazolo[1,5-a]pyridin-7-yl)oxy)aniline